N(=C=O)CCC=C 4-isocyanatobutene